2-((5-bromo-3-fluoro-2-methoxypyridin-4-yl)methyl)isoindoline-1,3-dione BrC=1C(=C(C(=NC1)OC)F)CN1C(C2=CC=CC=C2C1=O)=O